[Cl-].C(CCCCCCCCCCC)NC(=O)C[N+](CC1=CC=CC=C1)(CC)CC dodecylcarbamoylmethyldiethylbenzylammonium chloride